Bis(2-pentylheptyl) 12-(3-(diethylamino)propyl)-7,17-diheptyl-8,16-dioxo-9,15-dioxa-7,12,17-triazatricosanedioate C(C)N(CCCN(CCOC(N(CCCCCC(=O)OCC(CCCCC)CCCCC)CCCCCCC)=O)CCOC(N(CCCCCC(=O)OCC(CCCCC)CCCCC)CCCCCCC)=O)CC